ClC1=C(C(=C2C=NNC2=C1)C1=C(C=2N=C(N=C(C2C=N1)N1C[C@@](CCCC1)(O)C)OC[C@]12CCCN2C[C@@H](C1)F)F)\C=C/C (3R)-1-(7-(6-chloro-5-((Z)-prop-1-en-1-yl)-1H-indazol-4-yl)-8-fluoro-2-(((2R,7aS)-2-fluorotetrahydro-1H-pyrrolizin-7a(5H)-yl)methoxy)pyrido[4,3-d]pyrimidin-4-yl)-3-methylazepan-3-ol